N1CC(C1)NC=1C=C2C(=NC1)NC=C2C(=O)C=2C(=C(C=CC2F)NS(=O)(=O)CCC)F N-(3-(5-(azetidin-3-ylamino)-1H-pyrrolo[2,3-b]pyridine-3-carbonyl)-2,4-difluorophenyl)propane-1-sulfonamide